C1(CCCC1)C1=CC=C(C=C1)B1OC(C(O1)(C)C)(C)C 2-(4-cyclopentylphenyl)-4,4,5,5-tetramethyl-1,3,2-dioxaborolane